1,1-bis(3-phenyl-4-hydroxyphenyl)-3,3,5-Trimethyl-cyclohexane C1(=CC=CC=C1)C=1C=C(C=CC1O)C1(CC(CC(C1)C)(C)C)C1=CC(=C(C=C1)O)C1=CC=CC=C1